BrC=1C=NN2C1N=CC(=C2)C2=CC=C(C=C2)CC(=O)O 2-(4-(3-bromopyrazolo[1,5-a]pyrimidin-6-yl)phenyl)acetic acid